(S)-7-(chloromethyl)-4-(cyclopropyldifluoro-methyl)-4-(cyclopropylethynyl)-6-fluoro-3,4-dihydroquinazolin-2(1H)-one ClCC1=C(C=C2[C@@](NC(NC2=C1)=O)(C#CC1CC1)C(F)(F)C1CC1)F